O(C1=CC=CC=C1)B(OC1=CC=CC=C1)OC1=CC=CC=C1 triphenoxyborane